5-bromo-2-(3-(dimethylamino)propoxy)-N-methylpyridine-3-sulfonamide BrC=1C=C(C(=NC1)OCCCN(C)C)S(=O)(=O)NC